Cl.N1=CN=CC(=C1)C1NOCC1 3-Pyrimidin-5-ylisoxazolidine hydrochloride